N-methyl-3-(2-(4-(trifluoromethyl)phenyl)benzo[d]imidazo[2,1-b]thiazol-7-yl)propanamide CNC(CCC1=CC2=C(N3C(S2)=NC(=C3)C3=CC=C(C=C3)C(F)(F)F)C=C1)=O